4-[5-[(1R)-1-[5-(3-chlorophenyl)-3-isoxazolyl]ethoxy]-4-methyl-4H-1,2,4-triazol-3-yl]pyridine ClC=1C=C(C=CC1)C1=CC(=NO1)[C@@H](C)OC=1N(C(=NN1)C1=CC=NC=C1)C